2-[4-[4-(2-hydroxyethoxy)-3,5-di(phenanthren-9-yl)phenyl]sulfonyl-2,6-di(phenanthren-9-yl)-phenoxy]eth-anol OCCOC1=C(C=C(C=C1C=1C2=CC=CC=C2C=2C=CC=CC2C1)S(=O)(=O)C1=CC(=C(OCCO)C(=C1)C=1C2=CC=CC=C2C=2C=CC=CC2C1)C=1C2=CC=CC=C2C=2C=CC=CC2C1)C=1C2=CC=CC=C2C=2C=CC=CC2C1